trans-menthol C1(CC(C(CC1)C(C)C)O)C